C(C)(C)(C)OC1=NC=C(C=N1)C=1C=CC=C2C(=C(N(C(C12)=O)C1=CC=CC=C1)[C@H](C)NC=1C2=C(N=CN1)NC=CC2=O)Cl (S)-4-((1-(8-(2-(tert-butoxy)pyrimidin-5-yl)-4-chloro-1-oxo-2-phenyl-1,2-dihydroisoquinolin-3-yl)ethyl)amino)pyrido[2,3-d]pyrimidin-5(8H)-one